1-hydroxy-6-(1-methylcyclopropyl)pyrido[3,4-d]pyridazin-7(6H)-one OC=1C=2C(C=NN1)=CN(C(C2)=O)C2(CC2)C